C(C)(C)(C)OC(=O)N1C(CCCC1)C=1NC=CN1 tert-butyl-2-(1H-imidazol-2-yl)piperidine-1-carboxylate